4-(hydroxymethyl)-3-methoxybenzene OCC1=C(C=CC=C1)OC